Cl.Cl.C(C)C1=C(C=CC(=C1)O)C1=CC=C2C(=NNC2=C1)C1=NC2=C(CN([C@@H](C2)C(=O)N2[C@H](CNCC2)C)C)N1 ((S)-2-(6-(2-ethyl-4-hydroxyphenyl)-1H-indazol-3-yl)-5-methyl-4,5,6,7-tetrahydro-3H-imidazo[4,5-c]pyridin-6-yl)((S)-2-methylpiperazin-1-yl)methanone, dihydrochloride